BrC1=C(C=CC(=C1)Cl)OC1CCC1 2-BROMO-4-CHLORO-1-CYCLOBUTYLOXYBENZENE